((3s,4s)-8-(5-((2-aminopyridin-4-yl)thio)pyrazin-2-yl)-3-methyl-2-oxa-8-azaspiro[4.5]dec-4-yl)carbamic acid tert-butyl ester C(C)(C)(C)OC(N[C@@H]1[C@@H](OCC12CCN(CC2)C2=NC=C(N=C2)SC2=CC(=NC=C2)N)C)=O